CC1=CC=C(CCC=2C(=NC(=CC2O)OCC2OCCCC2)CCC2=CC=C(C=C2)CCC)C=C1 3-(4-methylphenethyl)-2-(4-propylphenethyl)-6-((tetrahydro-2H-pyran-2-yl)methoxy)pyridin-4-ol